(3R)-3-{[7-fluoro-2-(4-methoxyphenyl)[1,2,4]triazolo[1,5-c]quinazolin-5-yl]amino}azepan-2-one FC1=CC=CC=2C=3N(C(=NC12)N[C@H]1C(NCCCC1)=O)N=C(N3)C3=CC=C(C=C3)OC